FC=1C=C(C=C(C1)C)C=1C=NC2=CC=C(C=C2C1)C1(CC=C(C(=C1)F)C(C(=O)N)OC)F 2-{4-[3-(3-fluoro-5-methylphenyl)quinolin-6-yl]-4,6-difluoro-phenyl}-2-methoxy-acetamide